C(CCC)(=O)OC=1C(=NC=CC1OC)C(N[C@@H](C)C1=NOC(=N1)C1=CC(=CC=C1)C(C)C)=O (S)-2-((1-(5-(3-isopropylphenyl)-1,2,4-oxadiazol-3-yl)ethyl)carbamoyl)-4-methoxypyridin-3-yl butyrate